rac-1,1-difluoro-5-azaspiro[2.5]octane hydrochloride Cl.FC1(C[C@]12CNCCC2)F |r|